O1C=CC2=C1C=CC(=C2)C[C@H](C)N([S@@](=O)C(C)(C)C)C (S)-N-((S)-1-(benzofuran-5-yl)propan-2-yl)-N,2-dimethylpropane-2-sulfinamide